C(C)OC(COC1=CC=C(C=C1)C(CCC)NC(C)C)=O 2-(4-(1-(isopropylamino)butyl)phenoxy)acetic acid ethyl ester